2-benzylimidazo[1,2-c]quinazolin-5-amine C(C1=CC=CC=C1)C=1N=C2N(C(=NC=3C=CC=CC23)N)C1